ethyl 2-diazo-3,3,3-trifluoropropanoate [N+](=[N-])=C(C(=O)OCC)C(F)(F)F